ClC1=CSC2=C1N=C(N=C2N2C(C1C(C1C2)CC(=O)O)=O)N2[C@H](CC2)C 2-[3-{7-Chloro-2-[(2S)-2-methyl-azetidin-1-yl]-thieno[3,2-d]pyrimidin-4-yl}-2-Oxo-3-azabicyclo[3.1.0]hexane-6-yl]acetic acid